NC1CC(C1)OC=1C=CC(=C(C(=O)NC2(CC2)C2=CC=CC3=CC=CC=C23)C1)C 5-(3-Aminocyclobutoxy)-2-methyl-N-(1-(naphthalen-1-yl)cyclopropyl)benzamide